potassium arginine salt N[C@@H](CCCNC(N)=N)C(=O)[O-].[K+]